ClC=1C=NN2C1C(=CC(=C2)C=2C=NN(C2C)C2CCN(CC2)C#N)O[C@H](C)C2=C(C=CC=C2)C#N 4-[4-[3-Chloro-4-[(1R)-1-(2-cyanophenyl)ethoxy]pyrazolo[1,5-a]pyridin-6-yl]-5-methyl-pyrazol-1-yl]piperidine-1-carbonitrile